C(C=C)(=O)OCCCCCCCCCCP(=O)=C(O)C[N+](C)(C)C acryloyloxydecylphosphorylcholine